3-[3-chloro-4-(trifluoromethoxy)phenyl]azetidine 4-methylbenzenesulfonate CC1=CC=C(C=C1)S(=O)(=O)O.ClC=1C=C(C=CC1OC(F)(F)F)C1CNC1